ClC1=C(N=C(NC1=O)N1C(=NC=C1)C)N1[C@@H](COCC1)C 5-chloro-2-(2-methylimidazol-1-yl)-4-[(3R)-3-methylmorpholin-4-yl]-1H-pyrimidin-6-one